C1(=CC=C(C=C1)CN1N=CC2=CC(=CC(=C12)C(=O)NCC1=CC=C(C(=O)O)C=C1)C1=CC(=C(C=C1)F)F)C1=CC=CC=C1 4-((1-([1,1'-biphenyl]-4-ylmethyl)-5-(3,4-difluorophenyl)-1H-indazole-7-carboxamido)methyl)benzoic acid